(3-chloro-5-(trifluoromethyl)phenyl)boronic acid ClC=1C=C(C=C(C1)C(F)(F)F)B(O)O